4-(2,4-difluorophenyl)-2-(6-imidazo[1,2-a]pyridin-6-yl-3,6-dihydro-2H-pyran-4-yl)-6,7-dimethyl-pteridine FC1=C(C=CC(=C1)F)C1=NC(=NC2=NC(=C(N=C12)C)C)C=1CCOC(C1)C=1C=CC=2N(C1)C=CN2